methyl-2,4-dihydroxybenzoic acid CC=1C(=C(C(=O)O)C=CC1O)O